tert-butyl {4-[(3,5-difluoro-4-hydroxybenzamido) methyl]bicyclo[2.2.2]octan-1-yl}carbamate FC=1C=C(C(=O)NCC23CCC(CC2)(CC3)NC(OC(C)(C)C)=O)C=C(C1O)F